gamma-butylacetone CCC(C)CC(C)=O